C(C)(C)(C)C1=CC=C(OC2CC3(CN(C3)C(=O)OCCCC)CC2)C=C1 butyl 6-(4-(tert-butyl)phenoxy)-2-azaspiro[3.4]octane-2-carboxylate